B(O)(O)C1=CC(=NC=C1)O 4-boronopyridin-2-ol